benzyl (2S,5S)-2-methyl-5-[[4-[6-(5-methyl-1,3,4-thiadiazol-2-yl)-1H-pyrrolo[2,3-b]pyridin-3-yl]-5-(trifluoromethyl)pyrimidin-2-yl]amino]piperidine-1-carboxylate C[C@@H]1N(C[C@H](CC1)NC1=NC=C(C(=N1)C1=CNC2=NC(=CC=C21)C=2SC(=NN2)C)C(F)(F)F)C(=O)OCC2=CC=CC=C2